1-ethyl-5,6-dimethoxy-1H-indole-2-carboxylic acid, lithium salt [Li+].C(C)N1C(=CC2=CC(=C(C=C12)OC)OC)C(=O)[O-]